(R)-3-(4-fluoro-3-(trifluoromethyl)phenyl)-5-(2-(3-fluoropyrrolidin-1-yl)-2-oxoethyl)thieno[3,2-c]pyridin-4(5H)-one FC1=C(C=C(C=C1)C1=CSC2=C1C(N(C=C2)CC(=O)N2C[C@@H](CC2)F)=O)C(F)(F)F